[N+](=O)([O-])C=1C=C(C=CC1)[C@@H]1C[C@@](CC1)(C(=O)O)CCC cis-3-(3-nitrophenyl)-1-propylcyclopentane-1-carboxylic acid